C(C)(C)(C)OC(=O)N1CC(C1)N1CCC(CC1)N1N=C(C=2C1=NC=NC2N)C2=CC=C(C=C2)OC2=CC=CC=C2 3-[4-[4-amino-3-(4-phenoxyphenyl)pyrazolo[3,4-d]pyrimidine-1-yl]-1-piperidinyl]azetidine-1-carboxylic acid tert-butyl ester